C(#C)C1=C2C(=CC(NC2=CC=C1F)=O)C1=C(C=2N=C(N=C(C2C=N1)N(C[C@@H]1NCCC1)C)N1CCN(CC1)C)F (R)-5-ethynyl-6-fluoro-4-(8-fluoro-4-(methyl(pyrrolidin-2-ylmethyl)amino)-2-(4-methylpiperazin-1-yl)pyrido[4,3-d]pyrimidin-7-yl)quinolin-2(1H)-one